((2-amino-5-chloropyridin-4-yl)thio)-3-methylpyridin-4(3H)-one NC1=NC=C(C(=C1)SC1=NC=CC(C1C)=O)Cl